2-(2-tert-octyl-6-benzotriazolyl)benzene C(C)(C)(CC(C)(C)C)N1N=C2C(=N1)C=C(C=C2)C2=CC=CC=C2